FC(S(=O)(=O)OC(CF)CF)(F)F 1,3-difluoroprop-2-yl trifluoromethanesulfonate